ClC1=NC(=CC(=C1)C1=C(C=C(C=C1)F)C=1N(C=CN1)C)C1CC1 2-chloro-6-cyclopropyl-4-[4-fluoro-2-(1-methylimidazol-2-yl)phenyl]pyridine